C(C)(C)(C)OC(=O)N=[S@@](=O)(C=1C(=NC(=CC1)C)O[C@H](C)CCCCO[Si](C)(C)C(C)(C)C)N1[C@@H](CCC1)C(=O)OC methyl ((S)-N-(tert-butoxycarbonyl)-2-(((R)-6-((tert-butyldimethylsilyl)oxy)hexan-2-yl)oxy)-6-methylpyridine-3-sulfonimidoyl)-L-prolinate